(E)-(5-(2-(4-oxo-3,5,7,8-tetrahydro-4H-thiopyrano[4,3-d]pyrimidin-2-yl)vinyl)-2-(trifluoromethyl)phenyl)boronic acid O=C1C2=C(N=C(N1)/C=C/C=1C=CC(=C(C1)B(O)O)C(F)(F)F)CCSC2